S1N=NC2=C1SC=N2 thiazolo[4,5-d]-1,2,3-thiadiazole